1-(2,6-difluoro-4-(3-(piperazin-1-yl)prop-1-yn-1-yl)phenyl)dihydropyrimidine-2,4(1H,3H)-dione FC1=C(C(=CC(=C1)C#CCN1CCNCC1)F)N1C(NC(CC1)=O)=O